3-(3-Chloro-4-fluorophenyl)-1-(2-methoxypropyl)-1-((1-oxo-1,2-dihydroisoquinolin-4-yl)methyl)urea ClC=1C=C(C=CC1F)NC(N(CC1=CNC(C2=CC=CC=C12)=O)CC(C)OC)=O